(S)-2-(3-fluoro-5-isopropyl-2-methoxyphenyl)-2-((S)-3-((5-(5,6,7,8-tetrahydro-1,8-naphthyridin-2-yl)pentyl)oxy)pyrrolidin-1-yl)acetic acid FC=1C(=C(C=C(C1)C(C)C)[C@@H](C(=O)O)N1C[C@H](CC1)OCCCCCC1=NC=2NCCCC2C=C1)OC